(2-Amino-5-methoxy-4-{[tri(propan-2-yl)silyl]oxy}phenyl)[(2S)-2-({[tert-butyl(dimethyl)silyl]oxy}methyl)-4-(4-methoxyphenyl)-2,3-dihydro-1H-pyrrol-1-yl]methanone NC1=C(C=C(C(=C1)O[Si](C(C)C)(C(C)C)C(C)C)OC)C(=O)N1[C@@H](CC(=C1)C1=CC=C(C=C1)OC)CO[Si](C)(C)C(C)(C)C